C1(=CC=CC=C1)/C=C/C (2E)-3-phenyl-2-propen